(S)-1-((R)-7-(2-amino-3-cyano-7-fluorobenzo[b]thiophen-4-yl)-6-chloro-8-fluoro-2-(((2R,7aS)-2-fluorotetrahydro-1H-pyrrolizin-7a(5H)-yl)methoxy)quinazolin-4-yl)azepane-4-carboxylic acid NC1=C(C2=C(S1)C(=CC=C2C2=C(C=C1C(=NC(=NC1=C2F)OC[C@]21CCCN1C[C@@H](C2)F)N2CC[C@H](CCC2)C(=O)O)Cl)F)C#N